4,4'-diisothiocyanostilbene-2,2'-disulfonic acid N(=C=S)C=1C=C(C(=CC1)C=CC=1C(=CC(=CC1)N=C=S)S(=O)(=O)O)S(=O)(=O)O